5-(3,5-dichloro-4-hydroxybenzamido)-2-(1,1-dioxidothiomorpholino)-N-(2-(trifluoromethyl)benzyl)thiazole-4-carboxamide ClC=1C=C(C(=O)NC2=C(N=C(S2)N2CCS(CC2)(=O)=O)C(=O)NCC2=C(C=CC=C2)C(F)(F)F)C=C(C1O)Cl